NN1C(=NC(=C1C(=O)N)C1=CC=C(C=C1)C(NC1=NC=CC(=C1)C1=CC=C(C=C1)Cl)=O)[C@H]1N(CCCC1)C(C#CC)=O (S)-1-amino-2-(1-(but-2-ynoyl)piperidin-2-yl)-4-(4-((4-(4-chlorophenyl)pyridin-2-yl)carbamoyl)phenyl)-1H-imidazole-5-carboxamide